C(C)(C)(C)OC(C(C(C)=O)=C(SCC)SCC)=O 2-(bis(ethylthio)methylene)-3-oxobutanoic acid tert-butyl ester